CC1(CC(CCC1)C(C)OC(C(=O)O)(C)C)C 2-[1-(3,3-dimethylcyclohexyl)ethoxy]-2-methyl-1-propanoic acid